[Si](C)(C)(C(C)(C)C)OC1(CC1)C1=CC=C(C(=O)[O-])C=C1.[Li+] lithium 4-(1-((tert-butyldimethylsilyl)oxy)cyclopropyl)benzoate